3-chloro-4-((3,5-difluoropyridin-2-yl)methoxy)-5',6-dimethyl-2'-(2-(1-methylpiperidin-4-yl)pyrimidin-4-yl)-2H-[1,4'-bipyridin]-2-one ClC=1C(N(C(=CC1OCC1=NC=C(C=C1F)F)C)C1=CC(=NC=C1C)C1=NC(=NC=C1)C1CCN(CC1)C)=O